(4-(benzyloxy)butyl)triphenylphosphonium bromide [Br-].C(C1=CC=CC=C1)OCCCC[P+](C1=CC=CC=C1)(C1=CC=CC=C1)C1=CC=CC=C1